CC(=CCC(CO)C(=C)C)C 5-methyl-2-(1-methylvinyl)-4-hexene-1-ol